Cl.NCC=1C=C(C=CC1)B(O)O 3-(aminomethyl)phenylboronic acid hydrochloride